COC1=C(OC(=O)C2=CC=C(C=C2)C2=CC=C(OCCCCCCOC(=O)C(=C)C)C=C2)C=CC(=C1)\C=C\C(=O)OC 1-[6-[4-[4-[2-methoxy-4-[(E)-2-methoxycarbonyl-vinyl]-phenoxycarbonyl]-phenyl]-phenoxy]-hexyloxycarbonyl]-1-methyl-ethylene